C(C)(=O)NC=1SC2=C(N1)C=CC(=C2)C=2C=NC(=C(C(=O)NC(C)C1=C(C=CC=C1)OC(F)(F)F)C2)OC 5-(2-acetylaminobenzothiazol-6-yl)-2-methoxy-N-(1-(2-(trifluoromethoxy)phenyl)ethyl)nicotinamide